N-cyclopropyl-N'-[3-[6-(4-morpholinylmethyl)-1H-benzimidazol-2-yl]-1H-pyrazol-4-yl]Urea C1(CC1)NC(=O)NC=1C(=NNC1)C1=NC2=C(N1)C=C(C=C2)CN2CCOCC2